5-(4-(Difluoromethyl)-6-((S)-3-methoxytetrahydrofuran-3-yl)pyridin-2-yl)-7-(tetrahydrofuran-3-yl)pyrrolo[1,2-c]pyrimidin-3-amine FC(C1=CC(=NC(=C1)[C@@]1(COCC1)OC)C=1C=C(N2C=NC(=CC21)N)C2COCC2)F